(S)-2-((S)-4-(((benzyloxy)carbonyl)amino)-5-(tert-butoxy)-5-oxopentanoylamino)-3-hydroxypropionic acid C(C1=CC=CC=C1)OC(=O)N[C@@H](CCC(=O)N[C@H](C(=O)O)CO)C(=O)OC(C)(C)C